BrC1=CC(=NC=C1)C1C2(CC1(C2)CN2CCN(CC2)C2CC2)C(=O)N (4-bromopyridin-2-yl)-3-[(4-cyclopropylpiperazin-1-yl)methyl]bicyclo[1.1.1]pentane-1-carboxamide